C1(CC1)N1CCP(CC1)(=O)C1=CC(=C(C=C1)NC1=CC(=C2C(=N1)NC=C2C#N)NCCOC)OC 6-((4-(1-cyclopropyl-4-oxido-1,4-azaphosphinan-4-yl)-2-methoxyphenyl)amino)-4-((2-methoxyethyl)amino)-1H-pyrrolo[2,3-b]pyridine-3-carbonitrile